C(#N)C=1C=C(N)C=CC1 m-cyanoaniline